C(#C)[Si](C1=COC=C1)(C1=COC=C1)C#C diethynyldi(3-furyl)silane